5-bromo-1-(4-(trifluoromethyl)benzyl)-1H-benzo[d]imidazole-7-carboxylic acid BrC1=CC2=C(N(C=N2)CC2=CC=C(C=C2)C(F)(F)F)C(=C1)C(=O)O